FC1=CC=C(OCC[C@H]2N(C3CC(C2)C3)C(C3=C(C=CC(=C3)C)C3=NC=CC=N3)=O)C=C1 (3S)-3-[2-(4-fluorophenoxy)ethyl]-2-[5-methyl-2-(pyrimidin-2-yl)benzoyl]-2-azabicyclo[3.1.1]heptane